4-(4-(azetidin-3-ylamino)-8-fluoro-2-((tetrahydro-1H-pyrrolizin-7a(5H)-yl)methoxy)pyrido[4,3-d]pyrimidin-7-yl)naphthalen-2-ol N1CC(C1)NC=1C2=C(N=C(N1)OCC13CCCN3CCC1)C(=C(N=C2)C2=CC(=CC1=CC=CC=C21)O)F